NC1=NC(=C(C=2C1=NN(N2)CC2=NC(=CC=C2)C)C2=CC=NC=C2)C=2C=C(C#N)C=CC2 3-(4-amino-2-((6-methylpyridin-2-yl)methyl)-7-(pyridin-4-yl)-2H-[1,2,3]triazolo[4,5-c]pyridin-6-yl)benzonitrile